ClC=1C=C(C=CC1)CC(OC(=O)N[C@H](C(=O)NC(C(=O)OC)CC1C(NC2(C1)CCCCC2)=O)CC2CCCCC2)C2=CC=CC=C2 Methyl 2-((2S)-2-(((2-(3-chlorophenyl)-1-phenylethoxy)carbonyl)amino)-3-cyclohexylpropanamido)-3-(2-oxo-1-azaspiro[4.5]decan-3-yl)propanoate